C1(=CC(=CC=C1)C(=O)O)C=1C(=CC=CC1)C(=O)O [1,1'-biphenyl]-3,2'-dicarboxylic acid